N'-ethoxy-5-Methylsulfonyl-6-[1-methyl-5-(trifluoromethyl)benzimidazol-2-yl]pyridin-2-carboxamidin C(C)ON=C(N)C1=NC(=C(C=C1)S(=O)(=O)C)C1=NC2=C(N1C)C=CC(=C2)C(F)(F)F